ClC=1C=C(C(=NC1)F)C1=NN(N=C1)C1OCCCC1 5-chloro-2-fluoro-3-(2-(tetrahydro-2H-pyran-2-yl)-2H-1,2,3-triazol-4-yl)pyridine